CC(CN1C(C2=C(CCC1)C=CN2)=O)(C)C 7-(2,2-dimethylpropyl)-1H,4H,5H,6H,7H,8H-pyrrolo[2,3-c]azepin-8-one